BrC1=C(C=C2C(=NC(=NC2=C1F)OC[C@H]1N(CCC1)CCCCOCC(=O)OC(C)(C)C)N1C[C@@H](N(CC1)C(=O)OC(C)(C)C)CC#N)Cl tert-butyl (2S)-4-[7-bromo-2-[[(2S)-1-[4-(2-tert-butoxy-2-oxo-ethoxy)butyl]pyrrolidin-2-yl]methoxy]-6-chloro-8-fluoro-quinazolin-4-yl]-2-(cyanomethyl)piperazine-1-carboxylate